lambda4-thio sulfoxide [SH2]=S=O